[Cl-].C(C)(C)(C)OC(=O)N1CCC(CC1)NC(CCCCC[P+](C1=CC=CC=C1)(C1=CC=CC=C1)C1=CC=CC=C1)=O [6-[(1-tert-Butoxycarbonyl-4-piperidyl)amino]-6-oxo-hexyl]-triphenyl-phosphonium chloride